2-((2-(4-cyanophenyl) propyl) amino)-2-phenylacetate C(#N)C1=CC=C(C=C1)C(CNC(C(=O)[O-])C1=CC=CC=C1)C